rac-benzyl 3-((2R,5S)-1-(2-((6-((tert-butoxycarbonyl) amino)-5-methylpyridin-3-yl) amino)-2-oxoacetyl)-5-methylpiperidin-2-yl)-5,6-dihydropyridine-1(2H)-carboxylate C(C)(C)(C)OC(=O)NC1=C(C=C(C=N1)NC(C(=O)N1[C@H](CC[C@@H](C1)C)C=1CN(CCC1)C(=O)OCC1=CC=CC=C1)=O)C |r|